N,N-didecyl-8-(methylamino)octanamide C(CCCCCCCCC)N(C(CCCCCCCNC)=O)CCCCCCCCCC